N1=CC=CC2=CC(=CC=C12)S(=O)(=O)C1=CC=C(C=C1)CN1C=C2C(C=C1)=CCS2 N-{[4-(quinoline-6-sulfonyl)phenyl]methyl}thieno[2,3-c]pyridine